O=C1C=C(C=2C=CC=3N(C2N1)C=C(N3)C(=O)OCC)C(F)(F)F ethyl 2-oxo-4-(trifluoromethyl)-1,2-dihydroimidazo[1,2-a]-1,8-naphthyridine-8-carboxylate